CN(C1=CC(=C(C(=C1)C(C)C)N(C(=O)OC(C)(C)C)C(=O)OC(C)(C)C)C)C bis(2-methyl-2-propanyl) (4-(dimethylamino)-2-methyl-6-(2-propanyl)phenyl)-2-imidodicarbonate